C1(CCCC1)C1=CC(=NN1)NC1=NC(=CC2=C1C(NC2=O)=O)C 4-((5-cyclopentyl-1H-pyrazol-3-yl)amino)-6-methyl-1H-pyrrolo[3,4-c]pyridine-1,3(2H)-dione